BrC=1C(N(S(C1)(=O)=O)C(C(=O)O)CCCC)=O (4-bromo-1,1-dioxido-3-oxoisothiazol-2(3H)-yl)hexanoic acid